C(=CCCCC)[Si](OCC)(C)C hexenyldimethylethoxysilane